1-(5-methyl-1-tetrahydropyran-4-yl-pyrazol-3-yl)piperazine CC1=CC(=NN1C1CCOCC1)N1CCNCC1